ClC1=C(C=2N=C(N=C(C2C=N1)N([C@H]1CN(C[C@@H]1C)C(=O)OC(C)(C)C)C)OC[C@]12CCCN2C[C@@H](C1)F)F tert-butyl (3R,4S)-3-((7-chloro-8-fluoro-2-(((2R,7aS)-2-fluorotetrahydro-1H-pyrrolizin-7a(5H)-yl)methoxy)pyrido[4,3-d]pyrimidin-4-yl)(methyl)amino)-4-methylpyrrolidine-1-carboxylate